5-amino-1-(3-fluoro-4-pyridyl)pyrazole-4-carbonitrile NC1=C(C=NN1C1=C(C=NC=C1)F)C#N